BrC1=CC(=CC(=N1)NC1CCOCC1)CN1C[C@@H](O[C@@H](C1)C)C 6-bromo-4-(((2S,6R)-2,6-dimethylmorpholino)methyl)-N-(tetrahydro-2H-pyran-4-yl)pyridin-2-amine